CC1([C@@H]2CCC(C([C@]2(CCC1)C)C(=O)O)=C)C (4aS,8aS)-5,5,8a-trimethyl-2-methylenedecahydronaphthalene-1-carboxylic acid